4-methylquinolinebenzyl-boric acid CC1=CC(=NC2=CC=CC=C12)C1=CC=CC=C1COB(O)O